5,10-bis(2-hydroxyethyl)phenazine OCCN1C=2C=CC=CC2N(C2=CC=CC=C12)CCO